N-[(3R,4R)-4-(3,3-difluorocyclobutaneamido)pyrrolidin-3-yl]-3,3-difluorocyclobutane-1-carboxamide FC1(CC(C1)C(=O)N[C@H]1[C@@H](CNC1)NC(=O)C1CC(C1)(F)F)F